2,5,7-Trichloro-8-fluoropyrido[4,3-d]pyrimidin-4-ol ClC=1N=C(C2=C(N1)C(=C(N=C2Cl)Cl)F)O